N-{4,8-dibromo-3-[(2-chloro-5-fluorophenyl)(hydroxy)methyl]-2-naphthyl}-4-methylbenzenesulfonamide BrC1=C(C(=CC2=C(C=CC=C12)Br)NS(=O)(=O)C1=CC=C(C=C1)C)C(O)C1=C(C=CC(=C1)F)Cl